C[C@@H]1N(CCN(C1)C)[C@@H](C(=O)NC=1C=CC=C2C(=CNC12)C1=NC(=NC=C1C)NC=1C(=NN(C1)C)OC)C (2R)-2-[(2S)-2,4-dimethylpiperazin-1-yl]-N-(3-{2-[(3-methoxy-1-methyl-1H-pyrazol-4-yl)amino]-5-methylpyrimidin-4-yl}-1H-indol-7-yl)propanamide